Cl.N1=CC=C(C=C1)C1=CC=2C(=C3C(=NC2C=C1)CCC3)N3CC(CC3)N 1-[7-(pyridin-4-yl)-1H,2H,3H-cyclopenta[b]quinolin-9-yl]pyrrolidin-3-amine hydrochloride